1-bromo-2-(2-ethoxy)ethane diethyl-4-azido-1-[(tert-butyldimethylsilyl)oxy]-1-(diethoxyphosphoryl)butylphosphonate C(C)C(CCC(P(=O)(OCC)OCC)(O[Si](C)(C)C(C)(C)C)P(O)(O)=O)(N=[N+]=[N-])CC.BrCCOCC